(S)-2-((6-((4-cyano-2-fluorobenzyl)oxy)-3',6'-dihydro-[2,4'-bipyridine]-1'(2'H)-yl)methyl)-1-(oxetan-2-ylmethyl)-1H-thieno[2,3-d]imidazole-5-carboxylic acid C(#N)C1=CC(=C(COC2=CC=CC(=N2)C=2CCN(CC2)CC=2N(C3=C(N2)SC(=C3)C(=O)O)C[C@H]3OCC3)C=C1)F